FC1([C@H](COC1)COC1=NN(C=C1N)COCC[Si](C)(C)C)F (R)-3-((4,4-difluorotetrahydrofuran-3-yl)methoxy)-1-((2-(trimethylsilyl)ethoxy)methyl)-1H-pyrazol-4-amine